BrC=1C2=C(C(N(C1)C1CCN(CC1)C(=O)OC(C)(C)C)=O)COC2=O tert-butyl 4-(7-bromo-1,4-dioxo-1,4-dihydrofuro[3,4-c]pyridin-5(3H)-yl)piperidine-1-carboxylate